N1C[C@@H](CCCC1)NC(=O)C=1SC(=CC1NC(=O)N)C1=CC(=CC=C1)F (R)-N-(azepan-3-yl)-5-(3-fluorophenyl)-3-ureidothiophene-2-carboxamide